BrC1=CN(C(C2=C1N=C(N=C2)SC)=O)C2=C(C=CC=C2C)C 8-bromo-6-(2,6-dimethylphenyl)-2-methylsulfanyl-pyrido[4,3-d]pyrimidin-5-one